2-(4-methylphenyl)-1-(3,4,5-trimethoxyphenyl)ethan-1-one CC1=CC=C(C=C1)CC(=O)C1=CC(=C(C(=C1)OC)OC)OC